ethanamine hafnium(IV) [Hf+4].C(C)N